tert-butyl 2-[[(1-methylpyrazol-4-yl)amino]methyl]pyrrolidine-1-carboxylate CN1N=CC(=C1)NCC1N(CCC1)C(=O)OC(C)(C)C